3-(6-(3,3-Dimethyl-4-(methylsulfonyl)piperazin-1-yl)-1-methyl-1H-pyrazolo[3,4-d]pyrimidin-3-yl)-2,6-difluoro-5-(trifluoromethyl)phenol CC1(CN(CCN1S(=O)(=O)C)C1=NC=C2C(=N1)N(N=C2C=2C(=C(C(=C(C2)C(F)(F)F)F)O)F)C)C